(-)-N-[3-chloro-1-(3-pyridyl)-1H-pyrazole-4-yl]-N-ethyl-3-[(3,3,3-trifluoropropyl)sulfinyl]-propionamide ClC1=NN(C=C1N(C(CCS(=O)CCC(F)(F)F)=O)CC)C=1C=NC=CC1